8-Methyl-2-[(6-methylpyridin-2-yl)methyl]-N-[(2S)-tetrahydrofuran-2-ylmethyl]-4,5-dihydro-2H-furo[2,3-g]indazole-7-carboxamide CC1=C(OC=2CCC3=CN(N=C3C21)CC2=NC(=CC=C2)C)C(=O)NC[C@H]2OCCC2